FC1=CC=C(C=C1)NC(=O)C1(CC1)C(=O)NC1=CC=C(OC2=CC=NC3=CC(=C(C=C23)C(=O)OC)OC)C=C1 Methyl 4-[4-[[1-[(4-fluorophenyl)carbamoyl]cyclopropane-carbonyl]amino]phenoxy]-7-methoxyquinoline-6-carboxylate